(N-tert-butyl)-2-(methyl(2-(4-methylpyridin-2-yl)-5H,6H,7H-cyclopenta[d]pyrimidin-4-yl)amino)acetamide C(C)(C)(C)NC(CN(C=1C2=C(N=C(N1)C1=NC=CC(=C1)C)CCC2)C)=O